O=C(C(=O)OCCCC)CCC(=O)OCCCC di-n-butyl α-ketoglutarate